CC(C)(C(C)(C)C)C 2,2,3,3-Tetramethylbutane